COC=1C=C(C=CC1[N+](=O)[O-])/C=C/CO[C@H]1CC=2C=C3C=CC(OC3=CC2OC1(C)C)=O (S,E)-7-((3-(3-Methoxy-4-nitrophenyl)allyl)oxy)-8,8-dimethyl-7,8-dihydro-2H,6H-pyrano[3,2-g]chromen-2-on